N-(4-bromo-3-fluorophenyl)-2-(3-(trifluoromethyl)phenyl)acetamide BrC1=C(C=C(C=C1)NC(CC1=CC(=CC=C1)C(F)(F)F)=O)F